N-(Benzo[d]isothiazol-3-yl)-1H-pyrrole-2-carboxamide S1N=C(C2=C1C=CC=C2)NC(=O)C=2NC=CC2